iridium(II) hexafluorophosphate F[P-](F)(F)(F)(F)F.[Ir+2].F[P-](F)(F)(F)(F)F